N-[7-tert-butyl-4-(3,5-dimethylphenyl)pyrido[2,3-d]pyrimidin-2-yl]benzenesulfonamide C(C)(C)(C)C=1C=CC2=C(N=C(N=C2C2=CC(=CC(=C2)C)C)NS(=O)(=O)C2=CC=CC=C2)N1